N-(2-((1r,3r,5r,7r)-adamantan-2-ylamino)ethyl)-5-(4-cyanophenyl)-1-(2,4-dichlorophenyl)-4-methyl-1H-pyrazole-3-carboxamide C12C(C3CC(CC(C1)C3)C2)NCCNC(=O)C2=NN(C(=C2C)C2=CC=C(C=C2)C#N)C2=C(C=C(C=C2)Cl)Cl